Tert-butyl 4-(prop-2-yn-1-yloxy)piperidine-1-carboxylate C(C#C)OC1CCN(CC1)C(=O)OC(C)(C)C